N-(((3S,3aS)-7-(1,1-dioxidothiomorpholino)-8-fluoro-1-oxo-3a,4-dihydro-1H,3H-benzo[b]oxazolo[3,4-d][1,4]oxazin-3-yl)methyl)acetamide O=S1(CCN(CC1)C=1C(=CC2=C(OC[C@@H]3N2C(O[C@H]3CNC(C)=O)=O)C1)F)=O